1-(4-((5-(1,6-dimethyl-1H-pyrazolo[3,4-b]pyridin-4-yl)-3-methyl-4,5,6,7-tetrahydro-1H-pyrazolo[4,3-c]pyridin-1-yl)methyl)bicyclo[2.2.2]oct-1-yl)azetidin-3-ol CN1N=CC=2C1=NC(=CC2N2CC1=C(CC2)N(N=C1C)CC12CCC(CC1)(CC2)N2CC(C2)O)C